COC(=O)C1(CCOCC1)NC(CC1(C(NC2=C(C=CC=C12)C)=O)O)=O 4-(2-(3-Hydroxy-7-methyl-2-oxoindolin-3-yl)acetamido)tetrahydro-2H-pyran-4-carboxylic acid methyl ester